4-(2'-fluoro-[1,1'-biphenyl]-3-yl)-N,N-dimethyl-1,2,3,4-tetrahydronaphthalen-2-amine FC1=C(C=CC=C1)C1=CC(=CC=C1)C1CC(CC2=CC=CC=C12)N(C)C